C(C)C1C(NC=2C=C(C=NC2C1)C(=O)OCC)=C=O ethyl 7-ethyl-6-carbonyl-5,6,7,8-tetrahydro-1,5-naphthyridine-3-carboxylate